C1(CC1)NC(C1=C(C=C(C=C1OC)C1=CN=C2N1C=CC(=C2)OCCOCCOC)OC(F)F)=O N-cyclopropyl-2-(difluoromethoxy)-6-methoxy-4-[7-[2-(2-methoxyethoxy)ethoxy]imidazo[1,2-a]pyridin-3-yl]benzamide